FC1=C(C=C(C=C1)NC(C=C)=O)O N-(4-fluoro-3-hydroxyphenyl)acrylamide